sodium sulfur iodide S(I)I.[Na]